C(#N)C(C(=O)NC([O-])=O)=NNC1=CC(=C(C(=C1)Cl)OC=1C=C2CCNC(C2=CC1)=O)Cl (2-cyano-2-(2-(3,5-dichloro-4-((1-oxo-1,2,3,4-tetrahydroisoquinolin-6-yl)oxy)phenyl)hydrazono)acetyl)carbamate